5-[1-(2-chloro-6-fluoro-phenyl)-piperidin-4-yl]-4-methyl-7-(2-trifluoromethyl-benzyl)-2,4,5,7-tetrahydro-pyrazolo[3,4-d]Pyrimidin-6-one ClC1=C(C(=CC=C1)F)N1CCC(CC1)N1C(N(C=2C(C1C)=CNN2)CC2=C(C=CC=C2)C(F)(F)F)=O